Nitrogen Nitrogen [N].[N]